acetyl-phenothiazine C(C)(=O)C1=CC=CC=2SC3=CC=CC=C3NC12